N1=C(C=CC=C1)C(=O)N Picolinamid